C1(=CC=C(C=C1)C=1C(=CC=C2C(CCOC12)=O)O[C@H](C1=CC=C(C(=O)N)C=C1)C1=CC=NC=C1)C1=CC=CC=C1 (R)-4-(((8-([1,1'-biphenyl]-4-yl)-4-oxochroman-7-yl)oxy)(pyridin-4-yl)methyl)benzamide